[3-[(6-chloro-2-pyridyl)amino]-1-(2,2,2-trifluoroethyl)pyrazolo[4,3-c]pyridin-6-yl]-(1,4-oxazepan-4-yl)methanone ClC1=CC=CC(=N1)NC1=NN(C2=C1C=NC(=C2)C(=O)N2CCOCCC2)CC(F)(F)F